methyl 2-(isothiocyanatocarbonyl)-[1,1'-biphenyl]-3-carboxylate N(=C=S)C(=O)C1=C(C=CC=C1C(=O)OC)C1=CC=CC=C1